(1R,2S,5S)-3,6,6-trimethyl-3-azabicyclo[3.1.0]hexane-2-carboxylic acid CN1[C@@H]([C@H]2C([C@H]2C1)(C)C)C(=O)O